(E)-2-Hydroxy-5-(5-(3-(4-octylphenyl)-3-oxoprop-1-en-1-yl)furan-2-yl)benzoic acid OC1=C(C(=O)O)C=C(C=C1)C=1OC(=CC1)\C=C\C(=O)C1=CC=C(C=C1)CCCCCCCC